1,N1,N2,N2-tetramethylethane-1,2-diamine CC(CN(C)C)NC